(2S,4S*)-1-((4-(4-fluorophenoxy)benzoyl)glycyl)-4-(methoxymethyl)pyrrolidine-2-carboxylic acid FC1=CC=C(OC2=CC=C(C(=O)NCC(=O)N3[C@@H](C[C@@H](C3)COC)C(=O)O)C=C2)C=C1 |o1:19|